CS(=O)(=O)OCC=1C(=NC=C(C1)F)C1C(NC(CC1)=O)=O (2-(2,6-dioxopiperidin-3-yl)-5-fluoropyridin-3-yl)methyl methanesulfonate